O[C@]1(CN(CCC1)C1=CC(=NC(=N1)O[C@@H](C)[C@H]1N(CCC1)C)C(N)=N)C 6-((R)-3-hydroxy-3-methylpiperidin-1-yl)-2-((S)-1-((S)-1-methylpyrrolidin-2-yl)ethoxy)pyrimidine-4-carboximidamide